COC(=O)NC1=CC=C(C=N1)C1=CN=C2N1C=C(C=C2)C(=O)N(C2=C(C(=O)OC)C=CC=C2)C methyl 2-[[3-[6-(methoxycarbonylamino)-3-pyridyl]imidazo[1,2-a]pyridine-6-carbonyl]-methyl-amino]benzoate